CN(CCC1(C(C=C(C=C1)NC1=NC=C(C(=N1)C1=CNC2=C(C=CC=C12)OC)F)[N+](=O)[O-])NC)C 1-(2-(dimethylamino)ethyl)-N1-methyl-N4-(5-fluoro-4-(7-methoxy-1H-indol-3-yl)pyrimidin-2-yl)-2-nitrobenzene-1,4-diamine